O1N=CC=CC1 6H-oxazine